2-{6-[(5,5-dimethyl-4-azaspiro[2.5]oct-7-yl)oxy]pyridazin-3-yl}-5-(1,3-oxazol-2-yl)pyridin-3-ol CC1(NC2(CC2)CC(C1)OC1=CC=C(N=N1)C1=NC=C(C=C1O)C=1OC=CN1)C